NC1=C(C=C(C=C1)C=1C=C2C(=NC1)NC=C2CC)P(C)(C)=O (2-Amino-5-(3-ethyl-1H-pyrrolo[2,3-b]pyridin-5-yl)phenyl)dimethylphosphine oxide